(2S,4R)-2'-chloro-4'-fluoro-2-methyl-1-((1-(2-(methylsulfonyl)ethyl)-1H-1,2,3-triazol-4-yl)methyl)-4',5'-dihydrospiro[piperidine-4,7'-thieno[2,3-c]pyran] ClC1=CC2=C([C@]3(OCC2F)C[C@@H](N(CC3)CC=3N=NN(C3)CCS(=O)(=O)C)C)S1